tri-(tert-butylphenyl) phosphate P(=O)(OC1=C(C=CC=C1)C(C)(C)C)(OC1=C(C=CC=C1)C(C)(C)C)OC1=C(C=CC=C1)C(C)(C)C